[F].F[C@@H]1[C@@H](C1)C(=O)NC=1N=C2N(C=C(N=C2)C2=C3C=NNC3=C(C(=C2C)F)SC)C1 (1S,2S)-2-fluoro-N-(6-(6-fluoro-5-methyl-7-(methylthio)-1H-indazol-4-yl)imidazo[1,2-a]pyrazin-2-yl)cyclopropane-1-carboxamide fluorine